ClC1=C(N=C(C(=N1)C(=O)OC)NC1=CC=C(C=C1)OC[C@@H]1N(C[C@H](C1)O)C)C methyl 6-chloro-3-[4-[[(2r,4s)-4-hydroxy-1-methyl-pyrrolidin-2-yl] methoxy] anilino]-5-methyl-pyrazine-2-carboxylate